N-Methyl-3-aminopropyltriethoxysilan CNCCC[Si](OCC)(OCC)OCC